N-(4-fluoro-2-methyl-1,3-benzoxazol-6-yl)-1,1-diphenyl-methanimine FC1=CC(=CC2=C1N=C(O2)C)N=C(C2=CC=CC=C2)C2=CC=CC=C2